tert-butyl N-[(2S)-1-(3-bromo-2-chlorophenoxy)-4-carbamoylbutan-2-yl]carbamate BrC=1C(=C(OC[C@H](CCC(N)=O)NC(OC(C)(C)C)=O)C=CC1)Cl